C(CCCCCCC)OCCCCCCCCC octylnonylether